CC1=CC=C(C=C)C=C1 Para-methyl-Styrene